6-[2-(piperidin-4-yl)ethoxy]benzonitrile N1CCC(CC1)CCOC1=CC=CC=C1C#N